C1(=CC=CC=C1)N(C(=S)N)C1=CC(=CC(=C1)C(F)(F)F)C(F)(F)F phenyl(3,5-bis(trifluoromethyl)phenyl)thiourea